BrC=1C2(C3=CC=CC=C3C1)CCC(CC2)(C(=O)O)NC2=CC(=CC=C2)Cl (1r,4r)-2'-bromo-4-(3-chloroanilino)spiro[cyclohexane-1,1'-indene]-4-carboxylic acid